C(C=CC1=CC=CC=C1)(=O)OC(C)(CCCC(C=C)C)C 2,6-dimethyloct-7-en-2-yl cinnamate